((S)-(2-chloro-3-fluorophenyl)(cyclopropyl)methyl)-N-((R,E)-4-(methylsulfonyl)but-3-en-2-yl)-3H-imidazo[4,5-c]pyridine-6-carboxamide ClC1=C(C=CC=C1F)[C@H](C1CC1)C1=NC2=C(C=NC(=C2)C(=O)N[C@H](C)\C=C\S(=O)(=O)C)N1